1-Allyl 2-(4-(3-(4,5-dichloro-1-methyl-1H-indole-2-carboxamido)oxetan-3-yl)phenyl)-2-methylpropanoate ClC1=C2C=C(N(C2=CC=C1Cl)C)C(=O)NC1(COC1)C1=CC=C(C=C1)C(C(=O)OCC=C)(C)C